C(C)(C)(C)OC(N(CC=1N=CN(C1)C1=NC=CC=C1)C1=CC(=NC=2N1N=CC2C2CC2)Cl)=O (5-chloro-3-cyclopropylpyrazolo[1,5-a]pyrimidin-7-yl)((1-(pyridin-2-yl)-1H-imidazol-4-yl)methyl)carbamic acid tert-butyl ester